1-(2-aminopyridin-3-yl)-2,2,2-trifluoroethan-1-one hydrogen chloride Cl.NC1=NC=CC=C1C(C(F)(F)F)=O